BrC=1C=NC=C(C1O)[N+](=O)[O-] 3-bromo-5-nitropyridin-4-ol